2-methyl-2-phenylbenzo[d][1,3]dioxolane-5-amine CC1(OC2=C(O1)C=CC(=C2)N)C2=CC=CC=C2